(octamethyl-octa-hydrodibenzofluorenyl)zirconium dichloride [Cl-].[Cl-].CC12C3C(=C4C=5C=CC=CC5CC4=C1C(C(C(C2(C)C)(C)C)(C)C)(C)[Zr+2])C=CCC3